Cis-2-[1-(3-methoxy-propyl)-8-methylamino-2-oxo-8-phenyl-1,3-diazaspiro[4.5]decan-3-yl]-pyrimidine-5-carbonitrile COCCCN1C(N(CC12CCC(CC2)(C2=CC=CC=C2)NC)C2=NC=C(C=N2)C#N)=O